ClC=1C(=C(C(=CC1)OC)C1=CC(=NC=C1C(=O)NC=1SC(=NN1)COC1COCCC1)C)F 4-(3-Chloro-2-fluoro-6-methoxyphenyl)-6-methyl-N-(5-(((tetrahydro-2H-pyran-3-yl)oxy)methyl)-1,3,4-thiadiazol-2-yl)nicotinamide